C(C)(C)(C)C1=NCC=C(C1)B1OC(C(O1)(C)C)(C)C tert-Butyl-4-(4,4,5,5-tetramethyl-1,3,2-dioxaborolan-2-yl)-3,6-dihydropyridine